(R)-N-(6-methoxy-[1,2,4]triazolo[1,5-a]pyridin-7-yl)-4-(3-methylpiperazin-1-yl)-2,3-dihydro-1H-pyrrolo[2,3-b]pyridine-1-carboxamide 2,2,2-trifluoroacetate FC(C(=O)O)(F)F.COC=1C(=CC=2N(C1)N=CN2)NC(=O)N2CCC=1C2=NC=CC1N1C[C@H](NCC1)C